Cl.NS(=O)(=O)NC1CCN(CC1)C1=C(C=C(C=C1)F)NC(=O)C=1N=C(C=2N(C1)C=CN2)OCC N-(2-{4-[(aminosulfonyl)amino]hexahydropyridin-1-yl}-5-fluorophenyl)-8-ethoxyimidazo[3,2-a]pyrazine-6-carboxamide hydrochloride